ClC=1N=C(C2=C(N1)CN(C2)C(=O)OC(C)(C)C)NC2=CC=C(C=C2)C2CCCCC2 tert-butyl 2-chloro-4-((4-cyclohexylphenyl) amino)-5,7-dihydro-6H-pyrrolo[3,4-d]pyrimidine-6-carboxylate